CCCCCCCC(=O)OC[C@@H](CO)O The molecule is a 3-acyl-sn-glycerol that has octanoyl as the 3-acyl group. It is a 1-monooctanoylglycerol and a 3-acyl-sn-glycerol. It is an enantiomer of a 1-octanoyl-sn-glycerol.